phenyl-3-(1-phenyl-cyclopropyl)-1,3-diazaspiro[4.5]decan C1(=CC=CC=C1)N1CN(CC12CCCCC2)C2(CC2)C2=CC=CC=C2